C(C)(C)(C)N1N=C(N=N1)C1(CC1)C1=CC=C(C=C1)C1CN(C1)C(=O)N1CC2(C1)CC(C2)C2=NN=C(N2)C2CC2 [3-[4-[1-(2-tert-butyltetrazol-5-yl)cyclopropyl]phenyl]azetidin-1-yl]-[6-(5-cyclopropyl-4H-1,2,4-triazol-3-yl)-2-azaspiro[3.3]heptan-2-yl]methanone